1-hydroxy-N'-(2-furanylmethylene)-2-naphthoyl-hydrazine OC1=C(C=CC2=CC=CC=C12)C(=O)NN=CC=1OC=CC1